2-((4-trifluoromethoxyphenyl)ethynyl)-1,3-dithiane FC(OC1=CC=C(C=C1)C#CC1SCCCS1)(F)F